chloroformic acid Benzyl ester C(C1=CC=CC=C1)OC(=O)Cl